ClC1=CC=2N(C=C1)N=CC2C2=CN=C(S2)C(=O)N[C@@H](CCOC)C2=NC=CC(=C2)NS(=O)(=O)C2CC2 (S)-5-(5-chloropyrazolo[1,5-a]pyridin-3-yl)-N-(1-(4-(cyclopropanesulfonamido)pyridin-2-yl)-3-methoxypropyl)thiazole-2-carboxamide